2-(1-benzyl-2,2-dimethyl-4-piperidinyl)ethanol C(C1=CC=CC=C1)N1C(CC(CC1)CCO)(C)C